N1-(1-(3-(pyrrolo[2,3-c]pyridin-1-yl)propanoyl)piperidin-4-yl)-2-aminosuccinamide N1(C=CC=2C1=CN=CC2)CCC(=O)N2CCC(CC2)NC(C(CC(=O)N)N)=O